(Z)-S-(2-(N-((4-amino-2-methylpyrimidin-5-yl)methyl)formamido)-5-hydroxypent-2-en-3-yl) 2,2-dimethyl-3-phenylpropanethioate CC(C(S\C(=C(\C)/N(C=O)CC=1C(=NC(=NC1)C)N)\CCO)=O)(CC1=CC=CC=C1)C